[1-[2-(azetidin-1-yl)ethyl]pyrazol-4-yl]-8-chloro-7-[(2-methyl-3H-benzimidazol-5-yl)oxy]quinoxaline N1(CCC1)CCN1N=CC(=C1)C1=NC2=C(C(=CC=C2N=C1)OC1=CC2=C(N=C(N2)C)C=C1)Cl